N1(N=CN=C1)C[C@H](C)O (2S)-1-(1H-1,2,4-triazol-1-yl)propan-2-ol